CC/C=C\CCOC(=O)C(C)C (Z)-2-methylpropanoic acid 3-hexenyl ester